1-ethyl-5-(5-methoxypyridin-3-yl)-2-(2-methylpyridin-4-yl)-1H-indole C(C)N1C(=CC2=CC(=CC=C12)C=1C=NC=C(C1)OC)C1=CC(=NC=C1)C